NC1=NNC(C=N1)=O 3-Amino-1,2,4-triazin-6(1H)-one